1-(cyclobutylmethyl)piperidin C1(CCC1)CN1CCCCC1